FC1=CC=CC(=N1)S(=O)(=O)NC1=CN=C(C(=N1)C=1C(=NC=CC1)NCCCCCNCC(C(=O)OC)(C)C)N1N=C(C=C1)OCC(C(F)(F)F)(C)C methyl 3-[5-[[3-[6-[(6-fluoro-2-pyridyl)sulfonylamino]-3-[3-(3,3,3-trifluoro-2,2-dimethyl-propoxy)pyrazol-1-yl]pyrazin-2-yl]-2-pyridyl]amino]pentylamino]-2,2-dimethyl-propanoate